((3-(3-cyano-4-((2-isopropyl-1H-imidazol-1-yl)methyl)phenyl)-5-isobutylthiophene-2-yl)sulfonyl)carbamic acid methyl ester COC(NS(=O)(=O)C=1SC(=CC1C1=CC(=C(C=C1)CN1C(=NC=C1)C(C)C)C#N)CC(C)C)=O